(6α,7α,20S)-20-(1-mesyloxymethyl)-6,7-epoxy-pregn-4-en-3-one S(=O)(=O)(C)OC[C@@H](C)[C@H]1CC[C@H]2[C@@H]3[C@H]4[C@@H](C5=CC(CC[C@]5(C)[C@H]3CC[C@]12C)=O)O4